C(C)(C)(C)OC(=O)N1CCC(C2=CC=CC(=C12)C#N)N1C(N(C2=NC(=NC=C2C1)S(=O)(=O)C)C)=O 8-cyano-4-(1-methyl-7-methylsulfonyl-2-oxo-4H-pyrimido[4,5-d]pyrimidin-3-yl)-3,4-dihydro-2H-quinoline-1-carboxylic acid tert-butyl ester